5-chloro-2-hydroxy-3-((2-methoxyethoxy)methyl)-N-(6-(trifluoromethyl)pyridin-3-yl)benzamide ClC=1C=C(C(=C(C(=O)NC=2C=NC(=CC2)C(F)(F)F)C1)O)COCCOC